4-(1-(6-chloro-7-(difluoromethyl)-3,4-dihydroquinolin-1(2H)-yl)imidazo[1,5-a]pyrazin-3-yl)morpholine ClC=1C=C2CCCN(C2=CC1C(F)F)C=1N=C(N2C1C=NC=C2)N2CCOCC2